C(#N)/C(/C(=O)NC1=NC=CC(=N1)C1=CC=CC=C1)=C(\C=1C=NOC1C)/O (Z)-2-cyano-3-hydroxy-3-(5-methylisoxazol-4-yl)-N-(4-phenylpyrimidin-2-yl)acrylamide